N,N'-1,2-Ethanediylbis[2-bromoacetamide] C(CNC(CBr)=O)NC(CBr)=O